BrC1=C(C(=CC(=C1O)Br)/C=N/C1=CC2=C(NC(=N2)C=2N=CSC2)C=C1)O (E)-2,4-dibromo-6-(((2-(thiazol-4-yl)-1H-benzo[d]imidazol-5-yl)imino)methyl)benzene-1,3-diol